ClC=1C(=NC2=CC(=C(N=C2C1N[C@H](C)C=1C=C(C#N)C=CC1F)C=1C=NC(=C(C1)F)P(=O)(C)C)F)C 3-[(1R)-1-({3-chloro-6-[6-(dimethylphosphoryl)-5-fluoropyridin-3-yl]-7-fluoro-2-methyl-1,5-naphthyridin-4-yl}amino)ethyl]-4-fluorobenzonitrile